FC(C(=O)O)(F)F.O=C1NC(CCC1NC1=CC(=C(C=C1)N1CC2(C1)CC(C2)(O)CC(=O)O)F)=O 2-[2-[4-[(2,6-dioxo-3-piperidyl)amino]-2-fluoro-phenyl]-6-hydroxy-2-azaspiro[3.3]heptan-6-yl]acetic acid trifluoroacetate